FC(C)(F)C1=C(C=CC(=C1)F)C1=C(C=2C(=C3C=NN(C3=CC2)C2OCCCC2)S1)OC1=CC=C(C=C1)/C=C/CO (E)-3-(4-((2-(2-(1,1-difluoroethyl)-4-fluorophenyl)-6-(tetrahydro-2H-pyran-2-yl)-6H-thieno[2,3-E]indazol-3-yl)oxy)phenyl)propan-2-en-1-ol